NC(C[C@@H](C#C)NC(=O)[C@H]1N(CCC1)C(=O)C1(CC(C1)F)C1=CC=C(C=C1)Br)=O E-(2S)-N-[(1S)-1-(2-Amino-2-oxo-ethyl)prop-2-ynyl]-1-[1-(4-bromophenyl)-3-fluoro-cyclobutanecarbonyl]pyrrolidine-2-carboxamide